COC(C1=C(C=C(C(=C1)C1CC1)COCC1(CNC1)F)F)=O 5-cyclopropyl-2-fluoro-4-(((3-fluoroazetidin-3-yl)methoxy)methyl)benzoic acid methyl ester